BrC1=C(C(=O)NC2=C(C=CC=C2)C(C)C)C=CC=C1C 2-bromo-3-methyl-N-(2-isopropylphenyl)benzamide